3-methoxy-4-{[3-(4-{[(1R,4R)-4-{2-oxa-8-azaspiro[4.5]decan-8-yl}cyclohexyl]amino}-1-(2,2,2-trifluoroethyl)-1H-indol-2-yl)prop-2-yn-1-yl]amino}benzene-1-sulfonamide COC=1C=C(C=CC1NCC#CC=1N(C2=CC=CC(=C2C1)NC1CCC(CC1)N1CCC2(CCOC2)CC1)CC(F)(F)F)S(=O)(=O)N